3-nitro-N-(2-methylquinolin-8-yl)benzamide [N+](=O)([O-])C=1C=C(C(=O)NC=2C=CC=C3C=CC(=NC23)C)C=CC1